NC1=C2C(=NC=N1)N(N=C2C=2SC1=C(C2)C=C(C=C1OC)C)C1CN(C1)C(C=C)=O 1-(3-(4-amino-3-(7-methoxy-5-methylbenzothiophen-2-yl)-1H-pyrazolo[3,4-d]pyrimidin-1-yl)azetidin-1-yl)prop-2-en-1-one